C\C(=C/COCC(CO)=C)\CC\C=C(\CCC=C(C)C)/C 2-({[(2E,6E)-3,7,11-trimethyldodeca-2,6,10-trien-1-yl]oxy}methyl)prop-2-en-1-ol